N-[4-fluoro-5-(2-morpholin-4-ylpyrimidin-5-yl)-2-[rac-(3R,4R)-3-[ethyl(methyl)amino]-4-fluoropyrrolidin-1-yl]phenyl]-1-methyl-6-oxo-4-(trifluoromethyl)pyridine-3-carboxamide FC1=CC(=C(C=C1C=1C=NC(=NC1)N1CCOCC1)NC(=O)C1=CN(C(C=C1C(F)(F)F)=O)C)N1C[C@H]([C@@H](C1)F)N(C)CC |r|